1-butyl-3-methyl-imidazolium bis(trifluoromethanesulfonyl)imide salt [N-](S(=O)(=O)C(F)(F)F)S(=O)(=O)C(F)(F)F.C(CCC)N1C=[N+](C=C1)C